5-(2-((2-chloro-4-(trifluoromethyl)phenyl)amino)-2-oxoethyl)-6-ethyl-N,N-dimethyl-8-oxo-7-(piperazin-1-yl)-5,8-dihydropyrido[2,3-b]pyrazine-2-carboxamide hydrochloride Cl.ClC1=C(C=CC(=C1)C(F)(F)F)NC(CN1C(=C(C(C=2C1=NC=C(N2)C(=O)N(C)C)=O)N2CCNCC2)CC)=O